1-[4-[(6S,7S)-7-[6-amino-4-methyl-3-(trifluoromethyl)-2-pyridyl]-6-methyl-5,6,7,8-tetrahydroquinazolin-4-yl]piperazin-1-yl]prop-2-en-1-one NC1=CC(=C(C(=N1)[C@@H]1[C@H](CC=2C(=NC=NC2C1)N1CCN(CC1)C(C=C)=O)C)C(F)(F)F)C